3-[(4-Fluorophenyl)(4,7,8-trihydroxy-2-oxochromen-3-yl)methyl]-4,7,8-trihydroxy-2H-chromen-2-one FC1=CC=C(C=C1)C(C=1C(OC2=C(C(=CC=C2C1O)O)O)=O)C=1C(OC2=C(C(=CC=C2C1O)O)O)=O